O[C@@H]1[C@H](OC2=C(C1=O)C(=CC(=C2)OC)O)C2=CC=C(C=C2)O (2R,3R)-3,5-dihydroxy-2-(4-hydroxyphenyl)-7-methoxy-3,4-dihydro-2H-1-benzopyran-4-one